azaacridine C1=CC=C2C(=C1)C=C3C(=N2)C=CC=N3